NC1=C2N=CN(C2=NC=N1)C[C@@H](C)OC[P@](=O)(OC1=CC=CC=C1)N[C@@H](C)C(=O)OC(C)C isopropyl ((S)-((((R)-1-(6-amino-9H-purin-9-yl)propan-2-yl)oxy)methyl)(phenoxy)phosphoryl)-L-alaninate